NC1=NC=C(C=C1C1=NC=C(C=C1)C(=O)N(C)C)C1=CC=NC2=CC=CC=C12 2'-amino-N,N-dimethyl-5'-(quinolin-4-yl)-[2,3'-bipyridine]-5-carboxamide